C(C)OC1=CC=C(C=N1)C1=CC=C(C=C1)NC(C(C)(C)OC1=CC=C(C=C1)F)=O N-(4-(6-ethoxypyridin-3-yl)phenyl)-2-(4-fluorophenoxy)-2-methylpropanamide